3-(8-amino-1-bromo-6-methylimidazo[1,5-a]pyrazin-3-yl)-1-methylcyclobutanol NC=1C=2N(C=C(N1)C)C(=NC2Br)C2CC(C2)(O)C